COC1=C(C=C(C=C1)/C=C/C(=O)O)OC 3',4'-Dimethoxycinnamic acid